C(#N)C1=C(C(=CC=C1)C=1C=NC(=CC1)C1CC1)NC(=O)N1CCC(CC1)C=1N=NN(N1)C N-(2-cyano-6-(6-cyclopropylpyridin-3-yl)phenyl)-4-(2-methyl-2H-tetrazol-5-yl)piperidine-1-carboxamide